2-((2,6-difluorophenyl)ethynyl)quinoline FC1=C(C(=CC=C1)F)C#CC1=NC2=CC=CC=C2C=C1